COC=1C=C(C=CC(C(=O)N)(C)C2=CC=CC=C2)C=C(C1OC)OC 3,4,5-trimethoxystyryl(phenyl)propanamide